CN(C)CC(C)C N,N-Dimethylisobutylamine